N(N)=NC1=NNC(=C1)N hydrazonodiaminopyrazole